NC(C(C(CCCCNC(OCC1=CC=CC=C1)=O)NC(=O)[C@H]1N(C[C@H](C1)N1N=NC=C1C(C)(C)O)C([C@@H](CC1CCCCC1)NC(C1=C(C=CC=C1)F)=O)=O)=O)=O benzyl (7-amino-5-((2S,4S)-1-((R)-3-cyclohexyl-2-(2-fluorobenzamido)propanoyl)-4-(5-(2-hydroxypropan-2-yl)-1H-1,2,3-triazol-1-yl)pyrrolidine-2-carboxamido)-6,7-dioxoheptyl)carbamate